N-(4-((S)-2-(2,5-Difluorophenyl)propyl)-6-(((R)-1-hydroxy-4-methylpentan-2-yl)amino)-1,3,5-triazin-2-yl)methanesulfonamide FC1=C(C=C(C=C1)F)[C@H](CC1=NC(=NC(=N1)N[C@@H](CO)CC(C)C)NS(=O)(=O)C)C